N-isopropyl-2-(pyridin-4-yl)pyrido[3,4-d]pyrimidin-4-amine C(C)(C)NC=1C2=C(N=C(N1)C1=CC=NC=C1)C=NC=C2